CS(=O)(=O)OC(C)\C=C\CC1C(CCC1)=O (E)-5-(2-oxocyclopentyl)pent-3-en-2-yl methanesulfonate